sodium laurylmethyl-beta-alanine C(CCCCCCCCCCC)N(CCC(=O)O)C.[Na]